ClC1=CC=C(S1)CNC1=C(C(=NN1C(=O)C1=COC=C1C)C1C(N(C1C(F)(F)F)C(=O)N1CCCC1)=O)OC 3-(5-{[(5-Chlorothiophen-2-yl)methyl]amino}-4-methoxy-1-(4-methylfuran-3-carbonyl)-1H-pyrazol-3-yl)-1-(pyrrolidin-1-carbonyl)-4-(trifluoromethyl)azetidin-2-on